C(#N)N1CC2(C(NC3=CC=C(C=C3C2)C=2C=CC(=NC2)C(=O)NC)=O)CC1 5-(1-cyano-2'-oxo-1',4'-dihydro-2'H-spiro[pyrrolidine-3,3'-quinolin]-6'-yl)-N-methylpyridinecarboxamide